COC1=CC=C(CN(S(=O)(=O)[C@H](CCC)[C@@H](CC=C)C)CC2=CC=C(C=C2)OC)C=C1 (4R,5R)-N,N-BIS(4-METHOXYBENZYL)-5-METHYL-7-OCTENE-4-SULFONAMIDE